C(C=C)(=O)OCCC1=CC=C(C(=O)C2=CC=C(C=C2)OC)C=C1 4-acryloyloxyethyl-4'-methoxybenzophenone